N[O-].C(C)OC(C(=C)C)=O methacrylic acid ethyl ester aminoxide